BrC1=CC=C2C(=N1)C(=NN2C)O[C@@H]2CC[C@H](CC2)C(=O)[O-] (trans)-4-({5-bromo-1-methylpyrazolo[4,3-b]pyridin-3-yl}oxy)cyclohexane-1-carboxylate